((3S,4S,E)-1-((1R,2R,3aS,8bS)-5-bromo-2-((tetrahydro-2H-pyran-2-yl)oxy)-2,3,3a,8b-tetrahydro-1H-cyclopenta[b]benzofuran-1-yl)-4-methyloct-1-en-6-yn-3-yl)oxy(tert-butyl)dimethylsilane BrC1=CC=CC=2[C@H]3[C@@H](OC21)C[C@H]([C@@H]3\C=C\[C@H]([C@H](CC#CC)C)O[Si](C)(C)C(C)(C)C)OC3OCCCC3